N[C@H](CC=1C=C2C(=NC(=NN2C1Br)Cl)NCC=1SC=CC1)[C@H](C)F 6-((2R,3S)-2-amino-3-fluorobutyl)-7-bromo-2-chloro-N-(thiophen-2-ylmethyl)pyrrolo[2,1-f][1,2,4]triazin-4-amine